2-(6,7-dihydro-4H-thieno[3,2-c]pyridin-5-yl)-N-(2-sulfamoyl-4-pyridyl)-5-(trifluoromethyl)pyridine-3-carboxamide tert-butyl-4-fluoro-2-(hydroxymethyl)pyrrolidine-1-carboxylate C(C)(C)(C)OC(=O)N1C(CC(C1)F)CO.S1C=CC=2CN(CCC21)C2=NC=C(C=C2C(=O)NC2=CC(=NC=C2)S(N)(=O)=O)C(F)(F)F